bis(tetramethylammonium) sulfate S(=O)(=O)([O-])[O-].C[N+](C)(C)C.C[N+](C)(C)C